C1(CC1)C1=NN=C(S1)C(N1C[C@@H](N(C[C@H]1C)C(=O)OC(C)(C)C)C)C1=CC=C(C=C1)F tert-butyl (2S,5R)-4-((5-cyclopropyl-1,3,4-thiadiazol-2-yl) (4-fluorophenyl)methyl)-2,5-dimethylpiperazine-1-carboxylate